4-chlorophenyl-glyoxylic acid ClC1=CC=C(C=C1)C(C(=O)O)=O